(S)-tert-butyl 3-aminopimelate N[C@H](CC(=O)OC(C)(C)C)CCCC(=O)[O-]